BrC1=C(C=C(C(=O)N2CC(S(CC2)(=O)=O)C=2SC=CN2)C=C1)Cl 4-(4-bromo-3-chlorobenzoyl)-2-(1,3-thiazol-2-yl)-1λ6-thiomorpholine-1,1-dione